(1R,4R)-3-MORPHOLINOCYCLOHEXAN-1-AMINE BIS(2,2,2-TRIFLUORO ACETATE) FC(C(=O)O)(F)F.FC(C(=O)O)(F)F.O1CCN(CC1)C1C[C@@H](CCC1)N